COC=1C=C(\C=C\2/CC(C\C(\C2=O)=C/C2=CC(=C(C=C2)OC)OC)NC(=O)[C@H]2NC(CC2)=O)C=CC1OC (S)-N-(3,5-Bis((E)-3,4-dimethoxybenzylidene)-4-oxocyclohexyl)-5-oxopyrrolidine-2-carboxamide